C(CC)C1(C(=O)OCCCC1)CCC din-propyl-ε-caprolactone